1-(ethylsulfinylmethyl)pyrazolo[4,3-b]pyridine C(C)S(=O)CN1N=CC2=NC=CC=C21